4-Azepan-1-yl-but-2-enoic acid [4-(3-chloro-4-fluoro-phenylamino)-7-methoxy-quinazolin-6-yl]-amide ClC=1C=C(C=CC1F)NC1=NC=NC2=CC(=C(C=C12)NC(C=CCN1CCCCCC1)=O)OC